2-chloro-2'-methyl-1'-[[1-(2-methylsulfonylethyl)triazol-4-yl]methyl]spiro[4,5-dihydrothieno[2,3-c]pyran-7,4-piperidine] ClC1=CC2=C(S1)C1(CC(N(CC1)CC=1N=NN(C1)CCS(=O)(=O)C)C)OCC2